Cl.N[C@@H]1COCC12CCN(CC2)C=2N(C(C1=C(N2)NC=C1C1=C(C2=CN(N=C2C=C1)CC)F)=O)C 2-[(4S)-4-amino-2-oxa-8-azaspiro[4.5]decan-8-yl]-5-(2-ethyl-4-fluoro-2H-indazol-5-yl)-3-methyl-3H,4H,7H-pyrrolo[2,3-d]pyrimidin-4-one hydrochloride